COC=1C=C(C=C(C1)[N+](=O)[O-])NC(OC1CC1)=O cyclopropyl (3-methoxy-5-nitrophenyl)carbamate